2-fluoro-N-[3-(7-{[(3S,4R)-3-fluoro-1-methylpiperidin-4-yl]amino}-3-(2,2,2-trifluoroethyl)pyrazolo[1,5-a]pyridin-2-yl)prop-2-yn-1-yl]benzamide FC1=C(C(=O)NCC#CC2=NN3C(C=CC=C3N[C@H]3[C@H](CN(CC3)C)F)=C2CC(F)(F)F)C=CC=C1